4-[4-(1,3-benzooxazol-2-yl)piperidin-1-yl]-1-methyl-2-oxo-1,2-dihydroquinoline-3,6-dinitrile O1C(=NC2=C1C=CC=C2)C2CCN(CC2)C2=C(C(N(C1=CC=C(C=C21)C#N)C)=O)C#N